4-cyclohexyl-4H-1,2,4-triazol-3-yl-aniline C1(CCCCC1)N1C(=NN=C1)NC1=CC=CC=C1